2-hydroxy-benzonitrile OC1=C(C#N)C=CC=C1